OC(CN(CCCCCCCC(=O)OC(CCCCCCCC)CCCCCCCC)CCCN(CCCCCC(OCCCCCCCCCCC)=O)CC(C)O)C heptadecan-9-yl 8-[(2-hydroxypropyl)({3-[(2-hydroxypropyl)[6-oxo-6-(undecyloxy)hexyl]amino]propyl})amino]octanoate